C(CC)S1SC=CC1 2-propyl-dithiol